2,5-difluoro-4-(3-oxo-5,6,7,8-tetrahydro[1,2,4]triazolo[4,3-a]pyridin-2(3H)-yl)benzoic acid tert-butyl ester C(C)(C)(C)OC(C1=C(C=C(C(=C1)F)N1N=C2N(CCCC2)C1=O)F)=O